FC=1C=CC(=C2C(=NN(C12)COCC[Si](C)(C)C)CCN(C)C)OC 2-(7-fluoro-4-methoxy-1-((2-(trimethylsilyl)ethoxy)methyl)-1H-indazol-3-yl)-N,N-dimethylethan-1-amine